C1(CC1)C1=CN=C(N=N1)N[C@@H]1C[C@H](CC1)NC1=CC=C(C=N1)N1C(C=CC(=C1)C=1C=NNC1)=O 6'-(((1S,3S)-3-((6-Cyclopropyl-1,2,4-triazin-3-yl)amino)cyclopentyl)amino)-5-(1H-pyrazol-4-yl)-2H-[1,3'-bipyridin]-2-one